OC1=CC=C(C(=O)NCCCC(=O)O)C=C1 N-p-hydroxybenzoyl-γ-aminobutyric acid